2-(((2R,7aS)-2-fluorohexahydro-1H-pyrrolizin-7a-yl)methoxy)-4-methoxy-5,6,7,8-tetrahydropyrido[3,4-d]pyrimidine F[C@@H]1C[C@@]2(CCCN2C1)COC=1N=C(C2=C(N1)CNCC2)OC